NC=1C(=CN(C(C1\C=C\OCC)=O)C1(CC1)C)C(=O)OC methyl (E)-4-amino-5-(2-ethoxyvinyl)-1-(1-methylcyclopropyl)-6-oxo-1,6-dihydropyridine-3-carboxylate